4-iodo-2,6-dimethylbenzonitrile IC1=CC(=C(C#N)C(=C1)C)C